(6-(4-chlorophenyl)-2-(pyridin-3-yl)pyrimidin-4-yl)piperazine-1-carboxylic acid tert-butyl ester C(C)(C)(C)OC(=O)N1C(CNCC1)C1=NC(=NC(=C1)C1=CC=C(C=C1)Cl)C=1C=NC=CC1